(R)-2-ETHYLPENT-4-ENE-1-SULFONAMIDE C(C)[C@@H](CS(=O)(=O)N)CC=C